N-((2S,4R)-2-(2,5-difluorophenyl)-1-((S)-10-((6-oxo-4-phenyl-3,6-dihydropyridin-1(2H)-yl)methyl)-7-azaspiro[4.5]decane-7-carbonyl)piperidin-4-yl)-2,2,2-trifluoro-N-methylacetamide FC1=C(C=C(C=C1)F)[C@H]1N(CC[C@H](C1)N(C(C(F)(F)F)=O)C)C(=O)N1CC2(CCCC2)[C@H](CC1)CN1CCC(=CC1=O)C1=CC=CC=C1